8,8-dimethyl-7-(3-methylbut-2-en-1-yl)-3-((E)-3-(4-(pyrrolidin-1-yl)phenyl)acryloyl)bicyclo[3.3.1]non-3-en-2,9-dione CC1(C(CC2C=C(C(C1C2=O)=O)C(\C=C\C2=CC=C(C=C2)N2CCCC2)=O)CC=C(C)C)C